(R)-((R)-2-cyclopropyl-2-(3-(((1r,4R)-4-(2-fluoro-5-methoxyphenyl)cyclohexyl)methoxy)phenyl)ethyl)(methyl)phosphinic acid C1(CC1)[C@@H](CP(O)(=O)C)C1=CC(=CC=C1)OCC1CCC(CC1)C1=C(C=CC(=C1)OC)F